(1S,4s)-4-(8-(2-chloro-6-fluorophenylamino)-2-((1R,3R)-3-hydroxy-4,4-dimethylcyclohexylamino)-9H-purin-9-yl)cyclohexanecarboxamide ClC1=C(C(=CC=C1)F)NC=1N(C2=NC(=NC=C2N1)N[C@H]1C[C@H](C(CC1)(C)C)O)C1CCC(CC1)C(=O)N